(8R)-13-(2,6-Dimethylphenyl)-6-methyl-10-oxa-17λ6-thia-3,6,14,16,23-pentaazatetracyclo[16.3.1.111,15.03,8]tricosa-1(21),11,13,15(23),18(22),19-hexaene-2,17,17-trione CC1=C(C(=CC=C1)C)C=1C=C2OC[C@H]3CN(CCN3C(C3=CC=CC(S(NC(N1)=N2)(=O)=O)=C3)=O)C